tri-bipyridyl dichloride [Cl-].[Cl-].N1=C(C=CC=C1)C1=NC=CC=C1.N1=C(C=CC=C1)C1=NC=CC=C1.N1=C(C=CC=C1)C1=NC=CC=C1